FC=1C=C(C(=NC1C1=C(C=CC=C1OC)F)NC=1C(=NC=CC1C)C(C)C)N 5-fluoro-6-(2-fluoro-6-methoxyphenyl)-N2-(2-isopropyl-4-methyl-pyridin-3-yl)pyridine-2,3-diamine